ClC=1C=C(C=CC1F)C1=C(C=C2C(NC(NC2=C1SC[C@H](CO)OCOC)=O)=O)C(F)(F)F (S)-7-(3-chloro-4-fluorophenyl)-8-((3-hydroxy-2-(methoxymethoxy)propyl)thio)-6-(trifluoromethyl)quinazoline-2,4(1H,3H)-dione